CC(C)C(CCCO)O 2-methyl-3,6-hexanediol